C1(CC1)COC(C=1C=C(C=CC1)NC(=O)C1=CC(=NN1)C(F)(F)F)C=1C=NC=CC1 N-(3-((cyclopropylmethoxy)(pyridin-3-yl)methyl)phenyl)-3-(trifluoromethyl)-1H-pyrazole-5-carboxamide